N-((benzyloxy)carbonyl)-N-ethyl-alanine C(C1=CC=CC=C1)OC(=O)N([C@@H](C)C(=O)O)CC